C(C)#N acetnitrile